FC=1C=C(C=C(C1)F)C1=CN=CC=2C=3N(C(NC21)=O)C2=C(N3)C=C(C(=C2)F)F 4-(3,5-difluorophenyl)-9,10-difluoro-6-oxobenzo[4,5]imidazo[1,2-c]pyrido[3,4-e]pyrimidin